C(CC)P(OC(C(=O)O)CCC(=O)O)O 2-[[propylhydroxyphosphino]oxy]glutaric acid